(E)-N-(2-butoxy-5-chlorophenyl)-3-(4-methoxyphenyl)acrylamide C(CCC)OC1=C(C=C(C=C1)Cl)NC(\C=C\C1=CC=C(C=C1)OC)=O